CN1C(N=CC=C1N1C(COCC1)C)=O 1-methyl-6-(3-methylmorpholinyl)pyrimidin-2(1H)-one